O=C1NC(CCC1N1C(N(C2=C1C=CC(=C2)N2C[C@H](N(CC2)CCCN(C(OC(C)(C)C)=O)C)C(C)C)C)=O)=O tert-butyl N-{3-[(2R)-4-[1-(2,6-dioxopiperidin-3-yl)-3-methyl-2-oxo-1,3-benzodiazol-5-yl]-2-isopropylpiperazin-1-yl]propyl}-N-methylcarbamate